O-(7-azabenzotriazol-1-yl)-N,N,N',N'-tetramethyl-uronium hexafluorophosphate F[P-](F)(F)(F)(F)F.N1(N=NC2=C1N=CC=C2)OC(=[N+](C)C)N(C)C